(1S,2R,5R)-2-(hydroxymethyl)-3-azabicyclo[3.1.0]hexane-3-carboxylic acid tert-butyl ester C(C)(C)(C)OC(=O)N1[C@H]([C@H]2C[C@H]2C1)CO